F[B-](F)(F)F.F[B-](F)(F)F.F[B-](F)(F)F.C(C)(C)(C)C1=CC=C(C=C1)N1C(=[N+](C2=C1C1=CC(=CC=C1C=1C=CC(=CC12)C1=[N+](C=CC=C1)C)C1=[N+](C=CC=C1)C)C)C1=CC=C(C=C1)C(C)(C)C [1,2-Bis(4-(tert-butyl)phenyl)-3-methyl-1H-phenanthro[9,10-d]imidazole-3-ium-5,10-diyl]bis(1-methylpyridin-1-ium) tris(tetrafluoroborate)